F[C@@H]1[C@H]2CCC[C@@H](C[C@@H]1OC1=CC=CN=N1)N2 6-(((1R,2R,3S,5S)-2-fluoro-9-azabicyclo[3.3.1]nonan-3-yl)oxy)pyridazin